5-bromo-4-chloro-pyridin-2-ol BrC=1C(=CC(=NC1)O)Cl